1,2-diamino-5-(methoxycarbonyl)pyridin-1-ium 2,4,6-trimethylbenzene-1-sulfonate CC1=C(C(=CC(=C1)C)C)S(=O)(=O)[O-].N[N+]1=C(C=CC(=C1)C(=O)OC)N